OC1=CC=C(CCNC(CCCCCCCCCCCCCCC)=O)C=C1 N-(4-hydroxyphenethyl)palmitamide